tert-butyl 3-[2-[[1-[(dimethylamino) methyl] cyclopropyl] methoxy]-6-ethyl-8-fluoro-7-[3-(methoxymethoxy)-1-naphthyl] quinazolin-4-yl]-3,8-diazabicyclo[3.2.1]octane-8-carboxylate CN(C)CC1(CC1)COC1=NC2=C(C(=C(C=C2C(=N1)N1CC2CCC(C1)N2C(=O)OC(C)(C)C)CC)C2=CC(=CC1=CC=CC=C21)OCOC)F